5-fluoro-N-(methyl-d3)nicotinamide FC=1C=NC=C(C(=O)NC([2H])([2H])[2H])C1